ClC1=CC=C2C=CN(C(C2=C1)=O)C1=NNC(=C1)C 7-chloro-2-(5-methyl-1H-pyrazol-3-yl)isoquinolin-1(2H)-one